FC=1C=CC(=NC1)C(CC(C(=O)OCC)=O)=O Ethyl 4-(5-fluoropyridin-2-yl)-2,4-dioxobutyrate